FC(CC=1C(=NC(=NC1OC)NS(=O)(=O)C1=CNC(=C1)C=1SC=CN1)OC)F 5-thiazol-2-yl-1H-pyrrol-3-sulfonic acid [5-(2,2-difluoroethyl)-4,6-dimethoxypyrimidin-2-yl]-amide